1-Boc-2-(5-cyano-1-methyl-1H-pyrazol-3-yl)pyrrolidine 10-(3-(2-oxa-6-azaspiro[3.3]heptan-6-yl)propyl)-3,7-di(1H-indazol-5-yl)-8-methyl-10H-benzo[b]pyrido[2,3-e][1,4]oxazineD(-)-Lactate C1OCC12CN(C2)CCCN2C1=C(OC3=C2N=C(C(=C3)C=3C=C2C=NNC2=CC3)C[C@H](C(=O)O)O)C=C(C(=C1)C)C=1C=C3C=NNC3=CC1.C(=O)(OC(C)(C)C)N1C(CCC1)C1=NN(C(=C1)C#N)C